5-ethynyl-6-fluoro-4-(8-fluoro-4-(6-fluoro-6-methyl-1,4-oxazepan-4-yl)-2-(((2R,7aS)-2-fluorotetrahydro-1H-pyrrolizin-7a(5H)-yl)methoxy)pyrido[4,3-d]pyrimidin-7-yl)naphthalen-2-ol C(#C)C1=C2C(=CC(=CC2=CC=C1F)O)C1=C(C=2N=C(N=C(C2C=N1)N1CCOCC(C1)(C)F)OC[C@]12CCCN2C[C@@H](C1)F)F